C1(CC1)C(C(=O)OCC)P(=O)(OCC)OCC ethyl 2-cyclopropyl-2-(diethoxyphosphoryl)acetate